ClC1=CC=C(C(=O)C2=CC=C(OC3(CC3)C(=O)O)C=C2)C=C1 1-(4-(4-chlorobenzoyl)phenoxy)cyclopropanecarboxylic acid